FC(C1=NN2C(N=C(C=C2NCC(C)(C2=CC=C(C=C2)F)C2CCN(CC2)C(=O)N)C(F)(F)F)=C1)(F)F 4-(1-((2,5-bis(trifluoromethyl)pyrazolo[1,5-a]pyrimidin-7-yl)amino)-2-(4-fluorophenyl)propan-2-yl)piperidine-1-carboxamide